6-(3-methyl-6-isoquinolyl)spiro[chromane-2,4'-piperidine] 2HCl Cl.Cl.CC=1N=CC2=CC=C(C=C2C1)C=1C=C2CCC3(CCNCC3)OC2=CC1